CN(CCOC1=CC=C(NC=2N=CC3=C(N2)N(C(C(=C3)N3CCN(C2=C(C=CC=C32)C)C(=O)OC(C)(C)C)=O)C3COCC3)C=C1)C tert-butyl 4-[2-[4-[2-(dimethylamino)ethoxy]anilino]-7-oxo-8-tetrahydrofuran-3-yl-pyrido[2,3-d]pyrimidin-6-yl]-8-methyl-2,3-dihydroquinoxaline-1-carboxylate